C1CC(CCC1C(=O)O)O (1R,4R)-4-hydroxycyclohexanecarboxylic acid